CC=1N(C=CN1)[C@@H](C)C1=CC=C(C=C1)[N+](=O)[O-] 2-methyl-1-((1S)-1-(4-nitrophenyl)ethyl)-1H-imidazole